sodium 2-(8-chloro-2-((Cyclopropylmethyl)((3,3-difluorocyclobutyl)methyl)amino)-9-(methylthio)-5-oxobenzo[b][1,8]naphthyridin-10(5H)-yl)acetate ClC=1C=CC2=C(N(C=3N=C(C=CC3C2=O)N(CC2CC(C2)(F)F)CC2CC2)CC(=O)[O-])C1SC.[Na+]